4-Chloro-N-{chloro-[3-(4-chloro-phenyl)-4-phenyl-4,5-dihydro-pyrazol-1-yl]-methylene}-benzenesulfonamide ClC1=CC=C(C=C1)S(=O)(=O)N=C(N1N=C(C(C1)C1=CC=CC=C1)C1=CC=C(C=C1)Cl)Cl